OC(C(=O)NCCOCCO)C 2-hydroxy-N-(2-(2-hydroxyethoxy)ethyl)propanamide